C12COCC(CC1)N2C([C@@H](C)OC2=CC=C1C(=CNC(C1=C2)=O)C2=C(C=C(C=C2)F)Cl)=O 7-(((2R)-1-(3-oxa-8-azabicyclo[3.2.1]octan-8-yl)-1-oxopropan-2-yl)oxy)-4-(2-chloro-4-fluorophenyl)isoquinolin-1(2H)-one